C=1N(C=C2C=CC=CC12)C(=O)OC(C)(C)C tert-butyl isoindole-2-carboxylate